4-((4-((2-(2,6-dioxopiperidin-3-yl)-7-fluoro-1,3-dioxoisoindolin-5-yl)methyl)piperazin-1-yl)methyl)-N-(4-methyl-3-((4-(pyridin-3-yl)pyrimidin-2-yl)amino)phenyl)benzamide O=C1NC(CCC1N1C(C2=C(C=C(C=C2C1=O)CN1CCN(CC1)CC1=CC=C(C(=O)NC2=CC(=C(C=C2)C)NC2=NC=CC(=N2)C=2C=NC=CC2)C=C1)F)=O)=O